1-(difluoromethyl)cyclopentanecarbohydrazide FC(C1(CCCC1)C(=O)NN)F